C(C)(C)(C)OC(=O)N1CC(C1)(C[N+](=O)[O-])O 3-hydroxy-3-nitromethyl-azetidine-1-carboxylic acid tert-butyl ester